2-(6-amino-5-(8-(2-(3-(piperazin-1-yl)prop-1-yn-1-yl)pyridin-4-yl)-3,8-diazabicyclo[3.2.1]octan-3-yl)pyridazin-3-yl)phenol NC1=C(C=C(N=N1)C1=C(C=CC=C1)O)N1CC2CCC(C1)N2C2=CC(=NC=C2)C#CCN2CCNCC2